FC(C1CCC(=CC1)C1=CC=C(C=C1)N1N=CC=C1)(F)F 1-(4'-(trifluoromethyl)-2',3',4',5'-tetrahydro-[1,1'-biphenyl]-4-yl)-1H-pyrazole